(2S)-N-methyl-N-(m-tolyl)-2,5-dihydro-1H-pyrrole-2-carboxamide hydrochloride Cl.CN(C(=O)[C@H]1NCC=C1)C=1C=C(C=CC1)C